C(CCCCC)C(=O)N Hexane-1-carboxamide